C(C1=CC=CC=C1)OC1=NC(=CC=C1N1C(CN(CC1)C(=O)OC(C)(C)C)=O)OCC1=CC=CC=C1 tert-butyl 4-(2,6-dibenzyloxy-3-pyridyl)-3-oxo-piperazine-1-carboxylate